(1aR,5aR)-2-(2,4-Difluoro-phenyl)-1a,2,5,5a-tetrahydro-1H-2,3-diaza-cyclopropa[a]pentalene-4-carboxylic acid ((S)-1-hydroxymethyl-2-methyl-propyl)-amide OC[C@H](C(C)C)NC(=O)C=1C=2C[C@@H]3[C@H](C2N(N1)C1=C(C=C(C=C1)F)F)C3